N3-methyl-cytosine CN1C(N=CC=C1N)=O